C(C)(C)(C)N1CCN(CC1)C1=C(C=CC=2NC(N(C21)C)=O)OC Tert-butyl-4-(5-methoxy-3-methyl-2-oxo-2,3-dihydro-1H-benzo[d]imidazol-4-yl)piperazine